NC1=NC2=CC=C(C=C2C=N1)C=1C(=C(C=CC1F)NS(=O)(=O)C1=C(C=C(C(=C1)Cl)Cl)Cl)F N-(3-(2-aminoquinazolin-6-yl)-2,4-diFluorophenyl)-2,4,5-trichlorobenzenesulfonamide